2-methyl-3-(4-methylphenyl)quinoxaline CC1=NC2=CC=CC=C2N=C1C1=CC=C(C=C1)C